FC=1C=C(C=CC1F)C1=NOC(=N1)C(C)NC(OC(C)(C)C)=O tert-butyl N-[1-[3-(3,4-difluorophenyl)-1,2,4-oxadiazol-5-yl]ethyl]carbamate